C(CCCCCCCCCCCCCCCCC)OC(=O)C(O)C(O)C(=O)O.C1(CCC1)N1C(N(CC1)C1CNCCC1)=O 1-cyclobutyl-3-(piperidin-3-yl)imidazolidin-2-one monostearyl-tartrate